C(=O)C1=CC=C(C=C1)N(C1=CC=C(C=C1)C=O)C1=CC=C(C=C1)C=O tris-(4-formylphenyl)amine